tert-Butyl (1R,5S)-3-(7-hydroxy-2'-(((S)-pyrrolidin-2-yl)methoxy)-3,4,5',8'-tetrahydro-2H,6'H-spiro[naphthalene-1,7'-quinazolin]-4'-yl)-3,8-diazabicyclo[3.2.1]octane-8-carboxylate OC1=CC=C2CCCC3(CCC=4C(=NC(=NC4C3)OC[C@H]3NCCC3)N3C[C@H]4CC[C@@H](C3)N4C(=O)OC(C)(C)C)C2=C1